(4R)-4-[(1R)-1-[6-[1-(difluoromethyl)imidazol-4-yl]-2-methyl-pyrazolo[4,3-c]pyridin-4-yl]oxyethyl]pyrrolidin-2-one FC(N1C=NC(=C1)C1=CC=2C(C(=N1)O[C@H](C)[C@@H]1CC(NC1)=O)=CN(N2)C)F